(1S,2S,6R,8S)-4-[(S)-1-Chloro-2-(2,4-dimethyl-phenyl)-ethyl]-2,9,9-trimethyl-3,5-dioxa-4-bora-tricyclo[6.1.1.02,6]decane Cl[C@H](CC1=C(C=C(C=C1)C)C)B1O[C@]2([C@@H]3C([C@H](C[C@H]2O1)C3)(C)C)C